C(CCCCCCC)S(=O)O octanesulfinic acid